N-[6-(5-chloro-1,3-benzoxazol-2-yl)spiro[3.3]heptan-2-yl]-5-(cyclopropanecarbonyl)furan-2-carboxamide ClC=1C=CC2=C(N=C(O2)C2CC3(CC(C3)NC(=O)C=3OC(=CC3)C(=O)C3CC3)C2)C1